4-((2S,5R)-4-(1-(4,4-difluorocyclohexyl)propyl)-2,5-dimethylpiperazin-1-yl)-1-methyl-2-oxo-1,2-dihydropyrido[3,2-d]pyrimidine-6-carbonitrile FC1(CCC(CC1)C(CC)N1C[C@@H](N(C[C@H]1C)C=1C2=C(N(C(N1)=O)C)C=CC(=N2)C#N)C)F